(2S,4R)-N-(1-Cyanocyclopropyl)-4-(4-fluorophenylsulphonyl)-1-(1-(trifluoromethyl)cyclopropanecarbonyl)pyrrolidine-2-carboxamide C(#N)C1(CC1)NC(=O)[C@H]1N(C[C@@H](C1)S(=O)(=O)C1=CC=C(C=C1)F)C(=O)C1(CC1)C(F)(F)F